(S)-(-)-9-fluoro-2,3-dihydro-3-methyl-10-(4-methyl-1-piperazinyl)-7-oxo-7H-pyrido[1,2,3-de]-[1,4]benzoxazine-6-carboxylic acid hemihydrate O.FC=1C(=C2C=3N([C@H](CO2)C)C=C(C(C3C1)=O)C(=O)O)N1CCN(CC1)C.FC=1C(=C3C=2N([C@H](CO3)C)C=C(C(C2C1)=O)C(=O)O)N1CCN(CC1)C